BrC1=C(N=C(C=2N1N=CC2)N2CCC1(CC2)C(C2=C(C(=NC=C2)CO[Si](C(C)C)(C(C)C)C(C)C)C1)=O)C 1'-(7-bromo-6-methyl-pyrazolo[1,5-a]pyrazin-4-yl)-1-(triisopropylsilyloxymethyl)spiro[7H-cyclopenta[c]pyridine-6,4'-piperidine]-5-one